CS(=O)(=O)N1CCN(CC1)CC#CC1=CC=2N=C(N=C(C2S1)N1CCOCC1)N1N=C(C=C1)C=1C=C(C=CC1)C 4-(6-(3-(4-(Methylsulfonyl)piperazin-1-yl)prop-1-yn-1-yl)-2-(3-(m-tolyl)-1H-pyrazol-1-yl)thieno[3,2-d]pyrimidin-4-yl)morpholine